ClC=1C=C(OC2CCN(CC2)C2=C(C(N(C3=CC=C(C=C23)F)C)=O)[N+](=O)[O-])C=CC1 4-(4-(3-chlorophenoxy)piperidin-1-yl)-6-fluoro-1-methyl-3-nitroquinolin-2(1H)-one